1-(1,1-dimethylallyloxy)-3-(propargyloxy)-2-propanol difluorophosphite P(F)(F)OC(COC(C=C)(C)C)COCC#C